O(C1=C(C=C(C=C1)N)C(F)(F)F)C1=C(C=C(C=C1)N)C(F)(F)F 4,4'-oxybis[3-(trifluoromethyl)benzeneamine]